(R)-N-(5-(5-isopropyl-1,2,4-oxadiazol-3-yl)-2,3-dihydro-1H-inden-1-yl)-2H-tetrazole-5-carboxamide C(C)(C)C1=NC(=NO1)C=1C=C2CC[C@H](C2=CC1)NC(=O)C=1N=NNN1